2-Amino-7-oxo-6-phenyl-6-(1H-1,2,3-triazol-4-yl)-4,5,6,7-tetrahydrobenzo[b]thiophene-3-carboxamide NC1=C(C2=C(S1)C(C(CC2)(C=2N=NNC2)C2=CC=CC=C2)=O)C(=O)N